BrC=1C=CC2=C(SC(C2=O)(C)C)C1 6-bromo-2,2-dimethylbenzo[b]thiophen-3(2H)-one